bis-(4-vinylphenyl)benzene-1,3-diamine C(=C)C1=CC=C(C=C1)C1=CC(=C(C=C1N)N)C1=CC=C(C=C1)C=C